1-(2-(pyrimidin-4-yl)nicotinoyl)-4-((tetrahydro-2H-pyran-4-yl)methyl)piperidine-4-carbonitrile N1=CN=C(C=C1)C1=C(C(=O)N2CCC(CC2)(C#N)CC2CCOCC2)C=CC=N1